monobutyl-tin (IV) oxide C(CCC)[Sn+]=O